N1(CCC1)C=1C=C(C=CC1)N1C(=C2C(N(N=CC2=C1C)C1=NC=C(C=C1)C)=O)C 6-(3-(Azetidin-1-yl)phenyl)-5,7-dimethyl-2-(5-methylpyridin-2-yl)-2,6-dihydro-1H-pyrrolo[3,4-d]pyridazin-1-one